CCCCCCCCC(CCCCCCCC)OC(CCCCCCC(CCCCCCC(=O)OC(C)CCCCCCCC)=O)=O 8-oxo-pentadecanedioic acid 1-(dec-2-yl) 15-(heptadec-9-yl) ester